C1(CC=CCC1)CCCCCC1CC=CCC1 1,5-bis(3-cyclohexenyl)pentane